OC1=C(C(=O)O)C=CC(=N1)C(F)F 2-hydroxy-6-difluoromethyl-nicotinic acid